tert-butyl N-[(5-chloro-2,6-dioxo-1,3-dihydropyrimidin-4-yl)methyl]carbamate ClC1=C(NC(NC1=O)=O)CNC(OC(C)(C)C)=O